OC1=CC(=C(C=C[N+](=O)[O-])C=C1O)[N+](=O)[O-] 4,5-dihydroxy-2,β-dinitro-styrene